C1N(CC2C1CCC2)CC2=C1C(=NC(=C2)C=2C=C3CN(C(C3=CC2)=O)N2C(CCCC2=O)=O)N(C=C1)C (5-(4-((hexahydrocyclopenta[c]pyrrol-2(1H)-yl)methyl)-1-methyl-1H-pyrrolo[2,3-b]pyridin-6-yl)-1-oxo-isoindolin-2-yl)piperidine-2,6-dione